C(C)(C)(C)C1=C(C(=CC=C1C)O)C(C)(C)C ditert-butyl-para-cresol